FC=1C=C(C=CC1)C1CCC(CC1)OC[C@@H]1CN(CC[C@@H]1NC(OC(C)(C)C)=O)C=1N=NC=CC1 tert-butyl ((3R,4S)-3-((((1s,4S)-4-(3-fluorophenyl)cyclohexyl) oxy)methyl)-1-(pyridazin-3-yl)piperidin-4-yl)carbamate